6-(5-((2S,5R)-2,5-dimethylpiperazin-1-yl)-3-isopropyl-1H-pyrrolo[3,2-b]pyridin-2-yl)-7,8-dimethyl-[1,2,4]triazolo[1,5-a]pyridine C[C@@H]1N(C[C@H](NC1)C)C1=CC=C2C(=N1)C(=C(N2)C=2C(=C(C=1N(C2)N=CN1)C)C)C(C)C